(S)-1-(3-(difluoromethoxy)phenyl)-3-ethyl-3-methyl-N-(3-methyl-1,1-dioxidothietan-3-yl)-2-oxoindoline-5-carboxamide FC(OC=1C=C(C=CC1)N1C([C@@](C2=CC(=CC=C12)C(=O)NC1(CS(C1)(=O)=O)C)(C)CC)=O)F